1-(1-(3-(1-(4-methoxybenzyl)-1H-imidazol-4-yl)pyridin-2-yl)piperidin-4-yl)-4-methylpiperazine COC1=CC=C(CN2C=NC(=C2)C=2C(=NC=CC2)N2CCC(CC2)N2CCN(CC2)C)C=C1